1-(p-vinylbenzyl)-2,3-dimethyl-imidazolium C(=C)C1=CC=C(CN2C(=[N+](C=C2)C)C)C=C1